The molecule is the L-enantiomer of valinate. It has a role as a plant metabolite. It is a valinate and a L-alpha-amino acid anion. It is a conjugate base of a L-valine. It is an enantiomer of a D-valinate. CC(C)[C@@H](C(=O)[O-])N